1,3,5-triazine-2,4,6-tricarboxaldehyde N1=C(N=C(N=C1C=O)C=O)C=O